FC=1C=CC(=C(C=O)C1)C#CC1=CC=CC=C1 5-fluoro-2-(phenylethynyl)benzaldehyde